CN1N=C(C(=C1)C1=CC=2C3=C(C=NC2C=C1OC)N(C(N3C3=NC=C(C(=O)NC)C=C3F)=O)C)C 6-[8-(1,3-Dimethyl-1H-pyrazol-4-yl)-7-methoxy-3-methyl-2-oxo-2,3-dihydro-imidazo[4,5-c]chinolin-1-yl]-5-fluoro-N-methyl-nicotinamid